Cl.FC(C=1C(=C(C=CC1)[C@@H](C)N)F)F |r| (±)-1-(3-(difluoromethyl)-2-fluorophenyl)ethanamine hydrochloride